5-(2-chlorophenoxy)-3-(((3-chloropyridin-2-yl)methyl)amino)-7-fluoro-4H-benzo[e][1,2,4]thiadiazine 1,1-dioxide ClC1=C(OC2=CC(=CC3=C2NC(=NS3(=O)=O)NCC3=NC=CC=C3Cl)F)C=CC=C1